FC(S(=O)(=O)[O-])(F)F.F[N+]1=CC=CC=C1 1-fluoropyridin-1-ium trifluoromethanesulfonate